NCCNC1=NC=C(C=N1)CNC(=O)NC=1SC=C(N1)C(C)(C)C1=CC=C(C=C1)Br 1-((2-((2-aminoethyl)amino)pyrimidin-5-yl)methyl)-3-(4-(2-(4-bromophenyl)propan-2-yl)thiazol-2-yl)urea